The molecule is a dichlorobiphenyl that is 1,3-dichlorobenzene in which the hydrogen at position 2 is replaced by a phenyl group. It is a dichlorobiphenyl and a dichlorobenzene. C1=CC=C(C=C1)C2=C(C=CC=C2Cl)Cl